4-((1R,5S,9r)-9-methoxy-3-(2-oxaspiro[3.5]nonan-7-yl)-3-azabicyclo[3.3.1]nonan-9-yl)picolinamide (S)-2-hydroxysuccinate O[C@H](C(=O)O)CC(=O)O.COC1([C@H]2CN(C[C@@H]1CCC2)C2CCC1(COC1)CC2)C2=CC(=NC=C2)C(=O)N